(5R,5aS,7R)-7-isopropenyl-5,5a-dimethyl-N-[4-(trifluoromethoxy)phenyl]-5,6,7,8-tetrahydro-4H-benzo[g][1,3]benzothiazol-2-amine C(=C)(C)[C@@H]1CC=C2[C@]([C@@H](CC=3N=C(SC32)NC3=CC=C(C=C3)OC(F)(F)F)C)(C1)C